CC(C)=CCC\C(\C)=C/CO (Z)-geraniol